3-ethyl-5-methylimidazolidine-2,4-dione C(C)N1C(NC(C1=O)C)=O